(2R)-N-((R)-(3-chloro-4-fluorophenyl)(cis-3-(difluoromethoxy)cyclobutyl)-methyl)-2-methyl-3-oxopiperazine-1-carboxamide ClC=1C=C(C=CC1F)[C@H](NC(=O)N1[C@@H](C(NCC1)=O)C)[C@@H]1C[C@@H](C1)OC(F)F